2-(4-(2-(4-fluorobenzyl)-2H-tetrazol-5-yl)phenylsulfonylamino)acetic acid FC1=CC=C(CN2N=C(N=N2)C2=CC=C(C=C2)S(=O)(=O)NCC(=O)O)C=C1